4-(3-((((1S,3S)-3-aminocyclohexyl)methyl)amino)-1-(4-(4-methoxypiperidin-1-yl)-phenyl)-1H-pyrazol-5-yl)-2-fluorobenzonitrile N[C@@H]1C[C@H](CCC1)CNC1=NN(C(=C1)C1=CC(=C(C#N)C=C1)F)C1=CC=C(C=C1)N1CCC(CC1)OC